1,2-dipentylbenzene C(CCCC)C1=C(C=CC=C1)CCCCC